N1(CCNCC1)C1=NC=2CCCCC2C=C1 2-(piperazin-1-yl)-5,6,7,8-tetrahydroquinolin